Magnesium Bisulfit S([O-])(O)=O.[Mg+2].S([O-])(O)=O